N-(2-(3-(trifluoromethyl)-1H-pyrazol-1-yl)ethyl)-D-prolinamide FC(C1=NN(C=C1)CCNC([C@@H]1NCCC1)=O)(F)F